C1(=CC=CC=C1)C#CC=1C=C(C=O)C=CC1 3-(phenylethynyl)benzaldehyde